5,7-dimethyl-2,3-dihydro-1H-indole-2,3-dione CC=1C=C2C(C(NC2=C(C1)C)=O)=O